anthracene-8,9-diol C1=CC=CC2=CC3=CC=CC(=C3C(=C12)O)O